(cyclopentyldiethylsilyl)-5-aza-2'-deoxycytidine C1(CCCC1)[Si](CC)(CC)[C@@]1(C[C@H](O)[C@@H](CO)O1)N1C(=O)N=C(N)N=C1